1-(2,2-bis(1H-indol-3-yl)ethyl)-3-(3,4-dimethoxyphenyl)thiourea N1C=C(C2=CC=CC=C12)C(CNC(=S)NC1=CC(=C(C=C1)OC)OC)C1=CNC2=CC=CC=C12